C(C)(C)(C)OC(=O)N1[C@@H](CCC1)COC1=NOC(=C1)C(=O)OC methyl (S)-3-((1-(tert-butoxycarbonyl)pyrrolidin-2-yl)methoxy)isoxazole-5-carboxylate